(R)-3-(3-(5-methylthiophene-2-yl)phenyl)isoxazolidine CC1=CC=C(S1)C=1C=C(C=CC1)[C@@H]1NOCC1